ethyl 2-[[5-[1-[2-(4-chlorophenyl)ethyl]triazol-4-yl]-3-hydroxy-4-methyl-pyridine-2-carbonyl]amino]acetate ClC1=CC=C(C=C1)CCN1N=NC(=C1)C=1C(=C(C(=NC1)C(=O)NCC(=O)OCC)O)C